ClC[C@H](COC1=CC=C(C=C1)C(C)(C)C1=CC=C(C=C1)OC[C@H](CN1CCSCC1)O)O (S)-1-chloro-3-(4-(2-(4-((S)-2-hydroxy-3-thiomorpholinopropoxy)phenyl)propan-2-yl)phenoxy)propan-2-ol